C(C)(C)(C)OC(=O)N1[C@@H](C[C@@H](C1)C1=C(C(=CC=C1OC)Cl)Cl)CO (2S,4R)-4-(2,3-dichloro-6-methoxyphenyl)-2-(hydroxymethyl)pyrrolidine-1-carboxylic acid tert-butyl ester